FC=1C(=NC(=NC1)N1CCC(CC1)C(=O)N1CCOC2=C(C1)C=NC=C2C#N)OC 4-[1-(5-fluoro-4-methoxy-pyrimidin-2-yl)piperidine-4-carbonyl]-3,5-dihydro-2H-pyrido[3,4-f][1,4]oxazepine-9-carbonitrile